COC1=C2C(=NN(C2=CC=C1[C@@H](C(F)(F)F)O)C)NC1=CC(=NC=C1C(C(C([2H])([2H])[2H])([2H])[2H])=O)NC(=O)C1CC1 (S)-N-(4-((4-methoxy-1-methyl-5-(2,2,2-trifluoro-1-hydroxyethyl)-1H-indazol-3-yl)amino)-5-(propanoyl-d5)pyridin-2-yl)cyclopropanecarboxamide